((2-(2,6-dioxopiperidin-3-yl)-1-oxoisoindolin-5-yl)methyl)-2-phenylquinoline-4-carboxamide O=C1NC(CCC1N1C(C2=CC=C(C=C2C1)CC=1C(=NC2=CC=CC=C2C1C(=O)N)C1=CC=CC=C1)=O)=O